COC1=CC=C(CN(C(=O)N)CC2=CC=C(C=C2)N2CCOCC2)C=C1 1-(4-methoxybenzyl)-1-(4-morpholinobenzyl)urea